4-((4-(2-amino-6-(4-(N,N-dimethyl-sulfamoyl)phenyl)-4-oxo-4,7-dihydro-3H-pyrrolo[2,3-d]pyrimidin-5-yl)-1H-pyrazol-1-yl)methyl)benzoic acid NC=1NC(C2=C(N1)NC(=C2C=2C=NN(C2)CC2=CC=C(C(=O)O)C=C2)C2=CC=C(C=C2)S(N(C)C)(=O)=O)=O